CC(C(=O)NO)=C 2-methylprop-2-enehydroxamic acid